NC1C(CN(CC1)C(=O)OCC1=CC=CC=C1)C(=O)OC 1-benzyl 3-methyl 4-aminopiperidine-1,3-dicarboxylate